N-[2-(5-Methyl-1H-pyrazol-1-yl)-[1,3]thiazolo[5,4-c]pyridin-6-yl]-6-[(1S,4S)-5-methyl-2,5-diazabicyclo[2.2.1]heptan-2-yl]pyridin-2-amine CC1=CC=NN1C=1SC=2C=NC(=CC2N1)NC1=NC(=CC=C1)N1[C@@H]2CN([C@H](C1)C2)C